2-methyl-5-[(4-methyl-1,3-thiazol-5-yl)methoxy]-N-(1-methylpiperidin-4-yl)-2H-indazole-3-carboxamide CN1N=C2C=CC(=CC2=C1C(=O)NC1CCN(CC1)C)OCC1=C(N=CS1)C